C(=C)C1=CC=C(C=C1)S(=O)(=O)[O-].C1(=CC=CC=C1)[S+](C1=CC=CC=C1)C1=CC=CC=C1 triphenylsulfonium 4-(vinyl)benzenesulfonate